1-(2,6-dichlorophenyl)-4-((4-isopropoxyphenyl)amino)-1H-pyrazole-3-carboxamide ClC1=C(C(=CC=C1)Cl)N1N=C(C(=C1)NC1=CC=C(C=C1)OC(C)C)C(=O)N